3-((R)-6'-hydroxy-2',4',6'-trimethyl-7'-oxo-6',7'-dihydrospiro[cyclopropane-1,5'-inden]-3'-yl)propyl L-seryl-L-prolinate N[C@@H](CO)C(=O)N1[C@@H](CCC1)C(=O)OCCCC1=C(C=C2C([C@](C3(C(=C12)C)CC3)(C)O)=O)C